6-methoxy-1-methyl-4-[4-methyl-4-(6-methyl-1,3-benzooxazol-2-yl)piperidin-1-yl]-2-oxo-1,2-dihydroquinoline-3-carbonitrile COC=1C=C2C(=C(C(N(C2=CC1)C)=O)C#N)N1CCC(CC1)(C=1OC2=C(N1)C=CC(=C2)C)C